7-bromo-3-(difluoromethyl)-[1,2,4]triazolo[4,3-a]pyridine BrC1=CC=2N(C=C1)C(=NN2)C(F)F